2-((tert-Butoxycarbonyl)amino)-2-(3-chlorophenyl)propanoic acid C(C)(C)(C)OC(=O)NC(C(=O)O)(C)C1=CC(=CC=C1)Cl